(S)-1,8-dimethyl-4-(3-(3-(methylamino)-1-(thiophen-3-yl)propoxy)phenyl)-1,2,3,4-tetrahydro-5H-pyrido[2,3-e][1,4]diazepin-5-one CN1CCN(C(C2=C1N=C(C=C2)C)=O)C2=CC(=CC=C2)O[C@@H](CCNC)C2=CSC=C2